ClC=1N=NC(=CC1)CN1CCN(CC1)C1COC1 3-chloro-6-[[4-(oxetan-3-yl)piperazin-1-yl]methyl]pyridazine